CC(C)(OC(NCCOCCOCCC(=O)N1CCC(CC1)C1CCC(CC1)C(=O)OCC)=O)C Ethyl (1r,4r)-4-(1-(2,2-dimethyl-4-oxo-3,8,11-trioxa-5-azatetradecan-14-oyl) piperidin-4-yl)cyclohexane-1-carboxylate